trans-1,2-diaminocyclohexane Ethyl-2-(4-(3-((5-cyano-4-(4-fluorophenyl)thiazol-2-yl)(methyl)amino)-2-ethyl-6-fluoropyrazolo[1,5-a]pyridin-5-yl)piperazin-1-yl)acetate C(C)OC(CN1CCN(CC1)C1=CC=2N(C=C1F)N=C(C2N(C)C=2SC(=C(N2)C2=CC=C(C=C2)F)C#N)CC)=O.N[C@H]2[C@@H](CCCC2)N